C1(CC1)[C@](CNC(=O)C1=NC=C(C(N1)=O)F)(CC1=C(C=C(C=C1)F)F)C N-[(2R)-2-cyclopropyl-3-(2,4-difluorophenyl)-2-methylpropyl]-5-fluoro-4-oxo-3H-pyrimidine-2-carboxamide